6-((S)-1-amino-1,3-dihydrospiro[indene-2,4'-piperidin]-1'-yl)-3-(2,3-dichlorophenyl)-2-methylisonicotinamide N[C@@H]1C2=CC=CC=C2CC12CCN(CC2)C=2N=C(C(=C(C(=O)N)C2)C2=C(C(=CC=C2)Cl)Cl)C